C(=C)S(=O)(=O)C=1C=C(C(=O)O)C=CC1 3-(vinylsulfonyl)benzoic acid